C(C)(C)C1C(N(CCC1)C(C)C)(C(C)C)C(C)C tetraisopropylpiperidine